C(C)C1=C(C=C(C(=O)O)C=C1)S(NC1=C(C=CC(=C1)N1N=NN=C1)C1=CC(=CC=C1)F)(=O)=O 4-ethyl-3-(N-(3'-fluoro-4-(tetrazol-1-yl)-[1,1'-biphenyl]-2-yl)sulfamoyl)benzoic acid